C1(CC1)C1=C(C(=NO1)C1=C(C=CC=C1Cl)Cl)CCN1CC2CCC(C1)N2C=2SC1=C(N2)C=CC(=C1)C(=O)O 2-(3-(2-(5-cyclopropyl-3-(2,6-dichlorophenyl)isoxazol-4-yl)ethyl)-3,8-diazabicyclo[3.2.1]oct-8-yl)benzo[d]thiazole-6-carboxylic acid